1-(2-Cyclopropylimidazo[1,2-a]pyridin-6-yl)ethanol C1(CC1)C=1N=C2N(C=C(C=C2)C(C)O)C1